perfluoro-2,6-dioxa-octanoic acid ammonium [NH4+].FC(OC(=O)O)(C(C(OC(C(F)(F)F)(F)F)(F)F)(F)F)F